(4-benzyl-4-hydroxypiperidin-1-yl)(2,4'-bipyridin-3-yl)methanone benzyl-tert-butyl-(5-cyanocyclohexane-1,3-diyl)dicarbamate C(C1=CC=CC=C1)N(C(O)=O)C1CC(CC(C1)C#N)N(C(O)=O)C(C)(C)C.C(C1=CC=CC=C1)C1(CCN(CC1)C(=O)C=1C(=NC=CC1)C1=CC=NC=C1)O